ClC=1C(=NC(=NC1)NC1CCOCC1)C1=CC=C2CN(C(C2=C1)=O)[C@@H](C(=O)N[C@H](CO)C1=CC(=NC=C1)N(C)CC)C (2R)-2-(6-{5-Chloro-2-[(oxan-4-yl)amino]pyrimidin-4-yl}-1-oxo-2,3-dihydro-1H-isoindol-2-yl)-N-[(1S)-1-{2-[ethyl(methyl)amino]pyridin-4-yl}-2-hydroxyethyl]propanamid